(3-(2-((dimethylamino)methyl)thiazol-4-yl)-8-methyl-5,6-dihydro-[1,2,4]triazolo[4,3-a]pyrazin-7(8H)-yl)methanone CN(C)CC=1SC=C(N1)C1=NN=C2N1CCN(C2C)C=O